C(C)OC(=O)C1=C(C2=C(S1)C(=CC=C2OC)F)CBr 3-(bromomethyl)-7-fluoro-4-methoxybenzo[b]thiophene-2-carboxylic acid ethyl ester